(1,3-dioxo-3a,4,5,6,7,7a-hexahydroisoindol-2-yl)-5,6-dihydro-4H-cyclopenta[b]thiophene-3-carboxylic acid O=C1N(C(C2CCCCC12)=O)C1=C(C2=C(S1)CCC2)C(=O)O